Isopropyl ((S)-(((2R,3S,5R)-5-(6-amino-2-fluoro-9H-purin-9-yl)-2-ethynyl-3-(((nonyloxy)carbonyl)oxy) tetrahydrofuran-2-yl)methoxy)(phenoxy)phosphoryl)-L-phenylalaninate NC1=C2N=CN(C2=NC(=N1)F)[C@H]1C[C@@H]([C@@](O1)(C#C)CO[P@](=O)(OC1=CC=CC=C1)N[C@@H](CC1=CC=CC=C1)C(=O)OC(C)C)OC(=O)OCCCCCCCCC